(1-(2-Hydroxyethyl)piperidin-4-yl)(8-(4-(trifluoromethyl)phenyl)-1,3,4,5-tetrahydro-2H-1,5-methanobenzo[c]azepin-2-yl)methanone OCCN1CCC(CC1)C(=O)N1C2C3=C(C(CC1)C2)C=CC(=C3)C3=CC=C(C=C3)C(F)(F)F